ClC=1C=C2C=C(NC2=CC1C1=NC(=C(C=C1)OC)F)CNC(N(C)C1CC1)=O 3-{[5-chloro-6-(6-fluoro-5-methoxy-2-pyridyl)-2-indolyl]methyl}-1-cyclopropyl-1-methylurea